1-(4-methoxyphenyl)-3-phenylpropan-2-en-1-one COC1=CC=C(C=C1)C(C=CC1=CC=CC=C1)=O